CC(=CCCC1CC2=C(C3=CC=C(C=C3C(=C2CC1)O)Cl)OC(C(=C)C)=O)C 2-(4-methyl-3-pentenyl)-6-chloro-9-methacryloyloxy-10-hydroxy-1,2,3,4-tetrahydroanthracene